4-chloro-5,6-dihydrothieno[2,3-h]quinazoline ClC1=NC=NC=2C3=C(CCC12)SC=C3